CC1=C(OC2=C(C=C(C=C2C1=O)C)C(C)NC1=C(C(=O)NO)C=CC=C1)C1=CC2=CN(N=C2C=C1)C 2-((1-(3,6-dimethyl-2-(2-methyl-2H-indazol-5-yl)-4-oxo-4H-chromen-8-yl)ethyl)amino)-N-hydroxybenzamide